(1R,5S,6S)-6-({[4-(trifluoromethyl)pyridin-2-yl]oxy}methyl)-3-azabicyclo[3.1.0]hexane hydrochloride Cl.FC(C1=CC(=NC=C1)OCC1[C@H]2CNC[C@@H]12)(F)F